2-[(1Z)-5-Fluoro-1-{[4-(4-fluorophenoxy)phenyl]methylidene}-2-methyl-1H-inden-3-yl]acetamide FC=1C=C2C(=C(/C(/C2=CC1)=C/C1=CC=C(C=C1)OC1=CC=C(C=C1)F)C)CC(=O)N